5-[4-amino-6-(5-chloro-2-fluorophenyl)pyridazin-3-yl]-1,2,3,6-tetrahydropyridine-1-carboxylic acid tert-butyl ester C(C)(C)(C)OC(=O)N1CCC=C(C1)C=1N=NC(=CC1N)C1=C(C=CC(=C1)Cl)F